[Si](C)(C)(C(C)(C)C)OCC1NC(C2(C1)CCN(CC2)C(=O)OC(C)(C)C)=O tert-butyl 3-(((tert-butyldimethylsilyl) oxy) methyl)-1-oxo-2,8-diazaspiro[4.5]decane-8-carboxylate